C(CCCCCCCCCCC)C=1NC=CC=CC1 n-dodecyl-azepin